N1C=C(C2=CC=CC=C12)CCCCCCCO 1h-indole-3-heptanol